4,5-difluoro-11-(propan-2-yl)-11-azatricyclo[6.2.1.02,7]undeca-2(7),3,5-triene hydrochloride Cl.FC1=CC=2C3CCC(C2C=C1F)N3C(C)C